C(C)(C)CC(=O)N isopropyl-acetamide